C1(CC1)C1=C(C=C(C(=O)O)C=C1)S(NC1=C(C=C(C(=C1)C=1C=NOC1C)F)N1C=CC=C1)(=O)=O 4-cyclopropyl-3-(N-(4-fluoro-5-(5-methylisoxazol-4-yl)-2-(pyrrol-1-yl)phenyl)sulfamoyl)benzoic Acid